NC1=NC(=C(C=2N1C(N(N2)CC2=NC(=C(C=C2)F)N)=O)C2=CC(=NC(=C2)OC)CO)C2=CC=CC=C2 5-amino-2-[(6-amino-5-fluoro-2-pyridinyl)methyl]-8-[2-(hydroxymethyl)-6-methoxy-4-pyridinyl]-7-phenyl-[1,2,4]triazolo[4,3-c]pyrimidin-3-one